CC(C(=O)O)(C)C1C2=CC=C3CCN(C(C4=CC=C(COCCCN5N=NC6=C5C=CC1=C6C)C=C4)=O)CC3=C2 2-Methyl-2-[32-methyl-20-oxo-14-oxa-8,9,10,21-tetraazahexacyclo[19.5.3.216,19.13,7.06,10.024,28]dotriaconta-1(26),3(32),4,6,8,16,18,24,27,30-decaen-2-yl]propanoic Acid